N-(8'-bromo-4'H-spiro[cyclopropane-1,5'-naphtho[2,1-d]isoxazol]-3'-yl)-1-phenylethane-1-sulfonamide BrC1=CC=C2C3(CC=4C(=NOC4C2=C1)NS(=O)(=O)C(C)C1=CC=CC=C1)CC3